1-((1R)-3'-(2-(2-(4-fluoro-2-methoxyphenyl)pyrrolidin-1-yl)-2-oxoethyl)-2',4'-dioxo-2,3-dihydrospiro[indene-1,5'-oxazolidine]-5-yl)-3-methylurea FC1=CC(=C(C=C1)C1N(CCC1)C(CN1C(O[C@]2(C1=O)CCC1=CC(=CC=C12)NC(=O)NC)=O)=O)OC